CON(C(=O)C1(CN(CC1)C)C)C N-methoxy-N,1,3-trimethylpyrrolidine-3-carboxamide